2-cyano-N,5-dimethyl-N-((4-oxo-1,4-dihydropyridin-2-yl)methyl)-1H-indole-7-sulfonamide C(#N)C=1NC2=C(C=C(C=C2C1)C)S(=O)(=O)N(CC=1NC=CC(C1)=O)C